3-[[2-[(2R)-3-(3,4-dihydro-1H-isoquinolin-2-yl)-2-hydroxypropyl]-1-oxo-3,4-dihydroisoquinolin-6-yl]oxy]piperidine-1-carboxylic acid tert-butyl ester C(C)(C)(C)OC(=O)N1CC(CCC1)OC=1C=C2CCN(C(C2=CC1)=O)C[C@@H](CN1CC2=CC=CC=C2CC1)O